C(CC)S(=O)(=O)[O-] 1-propansulfonate